BrC=1C(=CC2=C(NC(O2)=O)C1)Cl 5-Bromo-6-chlorobenzo[d]oxazol-2(3H)-one